O[13CH2][13C](=O)[13C@@H](O)[13C@H](O)[13C@H](O)[13CH2]O Fructose-13C6